5-[2,6-dichloro-4-[6-(difluoromethyl)-3,5-dioxo-1,2,4-triazin-2-yl]phenoxy]-2-hydroxy-N-(1-oxothietan-3-yl)benzenesulfonamide ClC1=C(OC=2C=CC(=C(C2)S(=O)(=O)NC2CS(C2)=O)O)C(=CC(=C1)N1N=C(C(NC1=O)=O)C(F)F)Cl